N-(4-Fluorobenzyl)-2,4-dihydroxy-N,5-diisopropylbenzamide FC1=CC=C(CN(C(C2=C(C=C(C(=C2)C(C)C)O)O)=O)C(C)C)C=C1